2-hydroxy-3-(9-oxo-9H-thioxanthene-4-yloxy)-N,N,N-trimethyl-1-propaneaminium chloride [Cl-].OC(C[N+](C)(C)C)COC1=CC=CC=2C(C3=CC=CC=C3SC12)=O